C(C)(C)(C)OC(=O)N1C(C[C@H](C1)F)CCCOCC1=CC=CC=C1 (4R)-2-(3-(benzyloxy)propyl)-4-fluoropyrrolidine-1-carboxylic acid tert-butyl ester